ClC=1C=C(C[C@H]2COC3=C(C=C(C=C3C2=O)CN2C(N(C=C2)C)=N)C2=CC(=NC=C2)NC(C)=O)C=CC1Cl (S)-N-(4-(3-(3,4-dichlorobenzyl)-6-((2-imino-3-methyl-2,3-dihydro-1H-imidazol-1-yl)methyl)-4-oxochroman-8-yl)pyridin-2-yl)acetamide